S1C=NC2=C1C=C(C=C2)\C=C\2/N=C(NC2=O)NC[C@@H](C2=CC=CC=C2)O (4Z)-4-(1,3-Benzothiazol-6-ylmethylene)-2-[[(2R)-2-hydroxy-2-phenyl-ethyl]amino]-1H-imidazol-5-one